1-(2,6-dichlorophenyl)-4-((4-(1-ethyl-3-(trifluoromethyl)-1H-1,2,4-triazol-5-yl)phenyl)amino)-1H-pyrazole-3-carboxamide ClC1=C(C(=CC=C1)Cl)N1N=C(C(=C1)NC1=CC=C(C=C1)C1=NC(=NN1CC)C(F)(F)F)C(=O)N